[NH4+].[F] fluorine ammonium salt